tert-butyl (R)-4-(2-(3-(3-((4-(1H-pyrazol-4-yl)benzyl)(cyclopropyl) carbamoyl)piperidin-1-yl)phenoxy)-2-methylpropanoyl)-1,4-diazepane-1-carboxylate N1N=CC(=C1)C1=CC=C(CN(C(=O)[C@H]2CN(CCC2)C=2C=C(OC(C(=O)N3CCN(CCC3)C(=O)OC(C)(C)C)(C)C)C=CC2)C2CC2)C=C1